4,5-diamino-1,3-dimethylpyrazole NC=1C(=NN(C1N)C)C